COC[C@@H](C(NC=1SC=C(N1)C1=CC(=CC=C1)C1=CC=NC=C1)=O)NC(OC(C)(C)C)=O (S)-tert-butyl (3-methoxy-1-oxo-1-((4-(3-(pyridin-4-yl)phenyl)thiazol-2-yl)amino)propan-2-yl)carbamate